2,4-dimethyl-thiophene (+/-)-trans-methyl-3-((2-(5-fluoro-1-tosyl-1H-pyrrolo[2,3-b]pyridin-3-yl)-6-(phenylethynyl)pyrimidin-4-yl)amino)bicyclo[2.2.2]octane-2-carboxylate COC(=O)C1C2CCC(C1NC1=NC(=NC(=C1)C#CC1=CC=CC=C1)C1=CN(C3=NC=C(C=C31)F)S(=O)(=O)C3=CC=C(C)C=C3)CC2.CC=2SC=C(C2)C